5-Methoxychromane-4-carbonitrile COC1=C2C(CCOC2=CC=C1)C#N